OC=1C=C2C(C=C(NC2=CC1O)C1=CC=C(C=C1)O)=O 6,7-dihydroxy-2-(4-hydroxyphenyl)quinolin-4(1H)-one